ClC=1N=CC=C2C=C(C=3N(C12)N=CN3)C(=O)OCC ethyl 9-chloro-[1,2,4]triazolo[1,5-a][1,7]naphthyridine-4-carboxylate